C1(CCCCC1)CCCCCCCCCCC(O[Si](OCCCCCCN(CCO)CCO)(C)C)OCCCCCCCC\C=C/CCCCCCCC (Z)-13-(10-cyclohexyldecyl)-3-(2-hydroxyethyl)-11,11-dimethyl-10,12,14-trioxa-3-aza-11-siladotriacont-23-en-1-ol